N=C1N(C2=C(C=NC=3C=CC(=CC23)C=2C=NN(C2)C)N1C)C=1C=C(C#N)C=CC1C 3-(2-Imino-3-methyl-8-(1-methyl-1H-pyrazol-4-yl)-2,3-dihydro-1H-imidazo[4,5-c]quinolin-1-yl)-4-methylbenzonitrile